(S)-(4-aminoimidazo[1,5-a]pyrido[3,4-e]pyrazin-8-yl)(3-(4-(trifluoromethyl)phenyl)morpholino)methanone NC=1C=2N(C3=C(N1)C=NC(=C3)C(=O)N3[C@H](COCC3)C3=CC=C(C=C3)C(F)(F)F)C=NC2